6-(7H-pyrrolo[2,3-d]pyrimidin-5-yl)quinazoline N1=CN=CC2=C1NC=C2C=2C=C1C=NC=NC1=CC2